BrC1=C(OC=2C(=C(C=CC2)N2CC(C2)N2CCN(CC2)C(=O)OC(C)(C)C)F)C=CC(=C1)C(=O)OC tert-butyl 4-[1-[3-(2-bromo-4-methoxycarbonyl-phenoxy)-2-fluoro-phenyl]azetidin-3-yl]piperazine-1-carboxylate